BrC1=C(OC(C(=O)O)(C)C)C(=CC(=C1)CN1N=CN(C1=O)C1=CC=C(C=C1)OC(F)(F)F)Br 2-(2,6-Dibromo-4-((5-oxo-4-(4-(trifluoromethoxy)phenyl)-4,5-dihydro-1H-1,2,4-Triazol-1-yl)methyl)phenoxy)-2-methylpropionic acid